methyl 3-[[4-methoxy-3-(4-methyl-1H-imidazol-1-yl)phenyl]amino]-3-oxopropanoate COC1=C(C=C(C=C1)NC(CC(=O)OC)=O)N1C=NC(=C1)C